C(CC)N(CC(=O)O)C(=O)OC(C)(C)C.ClC=1C(=C(C(=CC1)C)N=C(C)C1=NC(=CC=C1)C(C)=NC1=C(C(=CC=C1C)Cl)C)C 2,6-Bis(1-(3-chloro-2,6-dimethylphenylimino)ethyl)pyridine propyl-(tert-butoxycarbonyl)glycinate